1,2-di(undecanoyl)-sn-glycero-3-phosphate choline OCC[N+](C)(C)C.C(CCCCCCCCCC)(=O)OC[C@@H](OC(CCCCCCCCCC)=O)COP(=O)(O)O